difluoro methyl phosphate P(=O)(OF)(OF)OC